1,3-bis(3-pentyl)benzene CCC(CC)C1=CC(=CC=C1)C(CC)CC